C(C)(C)(C)OC(=O)N1[C@@H](CC(C1)C1=CC=C(C=C1)C(F)(F)F)COC (2S)-2-(methoxymethyl)-4-(4-(trifluoromethyl)phenyl)pyrrolidine-1-carboxylic acid tert-butyl ester